The molecule is an alkane that is dodecane substituted by methyl groups at positions 4 and 6. Metabolite observed in cancer metabolism. It has a role as a human metabolite. It derives from a hydride of a dodecane. CCCCCCC(C)CC(C)CCC